C(C=C)(=O)OCCCCCCCCCCCCCCCOC(C=C)=O pentadecylene glycol diacrylate